IC1=CC=C(C=C1)S(=O)(=O)[O-].[NH4+] ammonium p-iodobenzenesulfonate